methyl (S)-6'-chloro-5-(((1R,2R)-2-((S)-1-hydroxyallyl)cyclobutyl)methyl)-3',4,4',5-tetrahydro-2H,2'H-spiro[benzo[b][1,4]oxazepine-3,1'-naphthalene]-7-carboxylate ClC=1C=C2CCC[C@]3(C2=CC1)CN(C1=C(OC3)C=CC(=C1)C(=O)OC)C[C@H]1[C@@H](CC1)[C@H](C=C)O